CC1=C(C(=CC=C1)C)C1=CC(OC2=CC(=CC=C12)O[C@@H](C(=O)N1CCS(CC1)(=O)=O)C)=O (R)-4-(2,6-dimethylphenyl)-7-((1-(1,1-dioxidothiomorpholino)-1-oxopropan-2-yl)oxy)-2H-chromen-2-one